1-(4-fluorophenyl)-2-oxo-6-(trifluoromethyl)-1,2-dihydropyridine-3-carboxamide FC1=CC=C(C=C1)N1C(C(=CC=C1C(F)(F)F)C(=O)N)=O